O=C1N2[C@H](OC13CC(C3)OCC3=CC=C(C=C3)C3(CC3)C#N)CC[C@H]2C2=NC=CN=C2 1-[4-({[(5'S,7a'R)-3'-oxo-5'-(pyrazin-2-yl)tetrahydro-3'H-spiro[cyclobutane-1,2'-pyrrolo[2,1-b][1,3]oxazol]-3-yl]oxy}methyl)phenyl]cyclopropane-1-carbonitrile